CN(C1=CC=CC=C1)CC N-methyl-N-ethylaniline